NC(C(C(CCCCNC(=O)OCC1=CC=CC=C1)NC(=O)[C@H]1N(C[C@H](C1)N1N=NC=C1C(C)(C)O)C(=O)OC(C)(C)C)O)=O tert-butyl (2S,4S)-2-((1-amino-7-(((benzyloxy)carbonyl)amino)-2-hydroxy-1-oxoheptan-3-yl)carbamoyl)-4-(5-(2-hydroxypropan-2-yl)-1H-1,2,3-triazol-1-yl)pyrrolidine-1-carboxylate